ClC1=C(C(=CC=C1F)Cl)C(C)OC=1C(=NC=C(C1)C1=C(C=CC(=C1)C)C)N 3-[1-(2,6-dichloro-3-fluoro-phenyl)-ethoxy]-5-(2,5-dimethyl-phenyl)-pyridin-2-ylamine